CC1N(CC(CCC1)C)CCCCCCCCCC=CCCCCC 1-(2,6-dimethylazepan-1-yl)hexadec-10-en